C(CCCCCCC)C(C)OOF perfluoro octyl-ethoxy ether